COC(NC1=C(C(=CC=C1)C)C#N)=O (2-Cyano-3-methylphenyl)carbamic acid methyl ester